(E)-1-(4-(4-((3-methyl-4-((1-methyl-1H-benzo[d]imidazol-5-yl)oxy)phenyl)amino)pyrrolo[2,1-f][1,2,4]triazin-5-yl)piperidin-1-yl)-4-(4-methylpiperazin-1-yl)but-2-en-1-one CC=1C=C(C=CC1OC1=CC2=C(N(C=N2)C)C=C1)NC1=NC=NN2C1=C(C=C2)C2CCN(CC2)C(\C=C\CN2CCN(CC2)C)=O